N-[[4-(5-amino-4-cyano-1-tetrahydropyran-3-yl-pyrazol-3-yl)-2-fluoro-phenyl]methyl]-5-fluoro-2-methoxy-benzamide NC1=C(C(=NN1C1COCCC1)C1=CC(=C(C=C1)CNC(C1=C(C=CC(=C1)F)OC)=O)F)C#N